(R)-(4-fluorophenyl)(8-methyl-3-(3-methyl-1,2,4-thiadiazol-5-yl)-5,6-dihydroimidazo[1,5-a]pyrazin-7(8H)-yl)(4-fluorophenyl)methanone FC1=CC=C(C=C1)C1=C(C=CC(=C1)F)C(=O)N1[C@@H](C=2N(CC1)C(=NC2)C2=NC(=NS2)C)C